2,2,8-trimethyl-N-(1-phenylethyl)-1,2,3,4-tetrahydroquinolin-6-amine CC1(NC2=C(C=C(C=C2CC1)NC(C)C1=CC=CC=C1)C)C